CN([C@@H](CC1=CC(=C(C(=O)NC)C=C1)F)CNC(C[C@H](C)C1=CC=CC=C1)=O)C 4-((S)-2-(dimethylamino)-3-((S)-3-phenylbutanamido)propyl)-2-fluoro-N-methylbenzamide